(Z)-2-methyl-4-(1,4,4,4-tetrafluoro-3-(3,4,5-trichlorophenyl)but-1-en-1-yl)benzoic acid CC1=C(C(=O)O)C=CC(=C1)/C(=C/C(C(F)(F)F)C1=CC(=C(C(=C1)Cl)Cl)Cl)/F